C1=CC2=CC=CC3=CC=CC(=C1)P23 phosphaphenalene